1-Methyl-5-(pyridin-3-ylmethoxy)indole-2,3-dione CN1C(C(C2=CC(=CC=C12)OCC=1C=NC=CC1)=O)=O